4-{(1R,3R)-2,2-dimethyl-3-[3-(propan-2-yl)-1,2,4-oxadiazol-5-yl]cyclopropyl}benzenesulfonamide CC1([C@@H]([C@H]1C1=NC(=NO1)C(C)C)C1=CC=C(C=C1)S(=O)(=O)N)C